(Z)-1-(4-amino-2-fluorobut-2-en-1-yl)-4-(pyrimidin-5-yl)-1H-benzo[d][1,2,3]triazol-6-carbonitrile Hydrochloride Cl.NC\C=C(\CN1N=NC2=C1C=C(C=C2C=2C=NC=NC2)C#N)/F